BrC1=CC=C(C=C1)S(=O)(=O)N1C[C@@H]([C@@H](CC1)NC(OC(C)(C)C)=O)O tert-butyl N-[(3S,4R)-1-(4-bromophenyl)sulfonyl-3-hydroxy-4-piperidyl]carbamate